(S)-4-benzyl-3-(3-phenylpropionyl)oxazolidin-2-one C(C1=CC=CC=C1)[C@@H]1N(C(OC1)=O)C(CCC1=CC=CC=C1)=O